IC=1C=CC(=C2C=NC(=NC12)OC)N1CCN(C2(CC2)C1)C(=O)OC(C)(C)C tert-butyl 7-(8-iodo-2-methoxy-quinazolin-5-yl)-4,7-diazaspiro[2.5]octane-4-carboxylate